diazoleTrial N1N=C(C(=C1C=O)C=O)C=O